FC=1C=C(C=CC1)C1N(CCC1)C1=CC(=CC(N1)=O)N1[C@@H](COCC1)C 6-[2-(3-fluorophenyl)pyrrolidin-1-yl]-4-[(3R)-3-methylmorpholin-4-yl]-1H-pyridin-2-one